(9H-fluoren-9-yl)methyl 8-(4-((5-((4-chlorobenzyl)oxy)-1,3,4-thiadiazol-2-yl)carbamoyl)pyridin-3-yl)-2,3-dihydro-4H-benzo[b][1,4]oxazine-4-carboxylate ClC1=CC=C(COC2=NN=C(S2)NC(=O)C2=C(C=NC=C2)C2=CC=CC3=C2OCCN3C(=O)OCC3C2=CC=CC=C2C=2C=CC=CC32)C=C1